(R)-benzyl 3-(((S)-2-hydroxy-3-(3-sulfamoylphenoxy) propyl) amino)-1-oxa-8-azaspiro[4.5]decane-8-carboxylate O[C@@H](CN[C@H]1COC2(C1)CCN(CC2)C(=O)OCC2=CC=CC=C2)COC2=CC(=CC=C2)S(N)(=O)=O